ethyl (5-ethyl-3-methylhept-4-en-1-yl) malonate C(CC(=O)OCCC(C=C(CC)CC)C)(=O)OCC